methyl 4-amino-6-(4-tert-butylphenyl)-2-chloro-pyridine-3-carboxylate NC1=C(C(=NC(=C1)C1=CC=C(C=C1)C(C)(C)C)Cl)C(=O)OC